(3aR,6R,7aR)-2-benzyl-6-methyl-octahydro-1H-pyrrolo[3,4-c]pyridine C(C1=CC=CC=C1)N1C[C@H]2CN[C@@H](C[C@H]2C1)C